ClC1=NC(=NC(=C1)N1[C@@H]([C@H](C1)CS(=O)(=O)C)C)I 4-Chloro-2-iodo-6-((2R,3S)-2-methyl-3-((methylsulfonyl)methyl)azetidin-1-yl)pyrimidine